FC(CC(C(C(F)(F)F)(F)F)OC(C(C(F)(F)F)(F)F)CC(F)F)F 1-difluoroethyl-2,2,3,3,3-pentafluoropropyl ether